di(2-methylaniline) iron chloride [Fe](Cl)Cl.CC1=C(N)C=CC=C1.CC1=C(N)C=CC=C1